(2-fluoro-6-hydroxy-phenyl)boronic acid FC1=C(C(=CC=C1)O)B(O)O